3-cyano-1-ethyl-4-(3-hydroxy-2,6-dimethylphenyl)pyrrolo[2,3-b]pyridine-6-carboxamide C(#N)C1=CN(C2=NC(=CC(=C21)C2=C(C(=CC=C2C)O)C)C(=O)N)CC